nitro-1-(2-oxiranylmethyl)-1H-imidazol-2-amine [N+](=O)([O-])C=1N=C(N(C1)CC1OC1)N